3-(1-cyclopentyl-1H-benzo[d][1,2,3]triazol-5-yl)-5-(3-(trifluoromethyl)phenyl)-1,2,4-oxadiazole C1(CCCC1)N1N=NC2=C1C=CC(=C2)C2=NOC(=N2)C2=CC(=CC=C2)C(F)(F)F